IC=1C=CC(=NC1)CN(C)C 1-(5-iodo-2-pyridinyl)-N,N-dimethyl-methylamine